ClC=1C=C(C=CC1)N(C(=S)F)CC#CC1=CC=CC=C1 (3-chlorophenyl)(3-phenylprop-2-yn-1-yl)aminothiocarbonyl fluoride